N[C@H]1CCCN2C(COC=3C=CC(=CC3C3CCC(OC[C@@H]12)CC3)F)=O |o1:1,21| Rel-(1s,15S,16R,19s)-15-amino-4-fluoro-8,18-dioxa-11-azatetracyclo[17.2.2.02,7.011,16]tricosa-2(7),3,5-trien-10-one